(R)-2-(difluoromethyl)morpholine hydrochloride Cl.FC([C@H]1CNCCO1)F